4-(6-chloropyridin-3-yl)-2,2-dimethylmorpholin-3-one ClC1=CC=C(C=N1)N1C(C(OCC1)(C)C)=O